C(C1=CC=CC=C1)ONC([C@H](C(C)C)NC(C[C@H]1N(C(CC1)=O)CC1=C(C(=CC=C1)F)F)=O)=O (S)-N-(Benzyloxy)-2-(2-((S)-1-(2,3-difluorobenzyl)-5-oxopyrrolidin-2-yl)acetamido)-3-methylbutanamide